CC1(CN(CCN1C(=O)C=1N=CC(NC1)=O)[C@H](C(=O)NC1=NC=C(C=C1)OC1=CC=C(C=C1)F)C)C (S)-2-(3,3-dimethyl-4-(5-oxo-4,5-dihydropyrazine-2-carbonyl)piperazin-1-yl)-N-(5-(4-fluorophenoxy)pyridin-2-yl)propanamide